CNC([C@H]1N(CCC1)C1=CC(=NC2=C(N=CC=C12)C1=CC=NN1)N1CCOCC1)=O N-methyl-1-[2-(morpholin-4-yl)-8-(1H-pyrazol-5-yl)-1,7-naphthyridin-4-yl]-prolinamide